7-benzyloxy-5-iodo-10,15-diazatetracyclo[6.6.1.11,10.04,15]hexadeca-4,7-diene-6,9-dione C(C1=CC=CC=C1)OC=1C(C(=C2CCC34CCCCN(C(C1N32)=O)C4)I)=O